Hydroxy-D-proline ON1[C@H](CCC1)C(=O)O